2-((2S)-4-(4-chloro-3-(methyl-d3)-2'-(((S)-1-methylpyrrolidin-2-yl)methoxy)-5',8'-dihydro-6'H-spiro[inden-1,7'-quinazolin]-4'-yl)-1-(2-fluoroacryloyl)piperazin-2-yl)acetonitrile ClC1=C2C(=CC3(CCC=4C(=NC(=NC4C3)OC[C@H]3N(CCC3)C)N3C[C@@H](N(CC3)C(C(=C)F)=O)CC#N)C2=CC=C1)C([2H])([2H])[2H]